6-(methylamino)-1,4-oxazepan-4-carboxylic acid tert-butyl ester C(C)(C)(C)OC(=O)N1CCOCC(C1)NC